CN1N=CC=C1C(=O)N[C@@H]1CCC2=CC(=CC=C12)C1=NC(=NC=C1)C (R)-1-methyl-N-(5-(2-methylpyrimidin-4-yl)-2,3-dihydro-1H-inden-1-yl)-1H-pyrazole-5-carboxamide